4-{2-[(6-methoxy-1,2,3,4-tetrahydroisoquinolin-7-yl)amino]quinazolin-7-yl}-3-methylbenzene-1-sulfonamide COC=1C=C2CCNCC2=CC1NC1=NC2=CC(=CC=C2C=N1)C1=C(C=C(C=C1)S(=O)(=O)N)C